4-((7-azaspiro[3.5]non-2-ylidene)methyl)-5-cyclopropyl-3-(2,6-dichlorophenyl)isoxazole C1C(CC12CCNCC2)=CC=2C(=NOC2C2CC2)C2=C(C=CC=C2Cl)Cl